[Na].C(=CCCCCCCCCCC)C(C(=O)O)CC(=O)O dodecenyl-succinic acid sodium